N-[4-(2,6-Dimethylphenyl)-6-[1-[1-(2-fluorophenyl)cyclohexanecarbonyl]pyrrolidin-3-yl]oxy-pyrimidin-2-yl]-1-methyl-pyrazole-4-sulfonamide CC1=C(C(=CC=C1)C)C1=NC(=NC(=C1)OC1CN(CC1)C(=O)C1(CCCCC1)C1=C(C=CC=C1)F)NS(=O)(=O)C=1C=NN(C1)C